1-(4-(2,6-dioxopiperidin-3-yl)-3,5-difluorophenyl)piperidine-4-carboxylic acid O=C1NC(CCC1C1=C(C=C(C=C1F)N1CCC(CC1)C(=O)O)F)=O